CN(C1=CC=NC=C1)C N,N-di-methylpyridin-4-amine